C1(CC1)N(C1=C(C(=NC=N1)NC[C@@H]1[C@H](CN(CC1)C(C(=O)N)(C)C)O)F)CC1=CC=C(C=C1)C(F)(F)F |o1:12,13| rel-2-((3R,4R)-4-(((6-(cyclopropyl(4-(trifluoromethyl)benzyl)amino)-5-fluoropyrimidin-4-yl)amino)methyl)-3-hydroxypiperidin-1-yl)-2-methylpropanamide